C(C1=CC=CC=C1)(=O)OC1C(OCC1OC(C1=CC=CC=C1)=O)C(F)(F)F 2-(trifluoromethyl)tetrahydrofuran-3,4-diyl dibenzoate